C(C)(C)(C)OC(=O)N\C(\C(=O)OC)=C/CC\C=C\CCCCC Methyl (2Z,6E)-2-((tert-butoxycarbonyl)amino)dodeca-2,6-dienoate